tert-Butyl (1R,3S,5S)-3-((6-Bromo-3-methylpyridin-2-yl)carbamoyl)-5-(((tetrahydro-2H-pyran-2-yl)oxy)methyl)-2-azabicyclo[3.1.0]hexane-2-carboxylate BrC1=CC=C(C(=N1)NC(=O)[C@H]1N([C@@H]2C[C@@]2(C1)COC1OCCCC1)C(=O)OC(C)(C)C)C